FC1=CC=C(S1)C=1C=C2C(=NC1)N(CN2CC=2N=NC=CC2)C 6-(5-fluoro-2-thienyl)-3-methyl-1-(pyridazin-3-ylmethyl)imidazo[4,5-b]Pyridine